C(C)(C)(C)OC(=O)N1CCC(CC1)N1N=CC(=C1)C1=NC(=C(C(=C1)C(F)(F)F)C#N)N1[C@H](CC1)CO 4-[4-[5-Cyano-6-[(2R)-2-(hydroxymethyl)azetidin-1-yl]-4-(trifluoromethyl)-2-pyridinyl]pyrazol-1-yl]piperidine-1-carboxylic acid tert-butyl ester